C[C@H](C[C@H]([C@@](C)([C@H]1CC[C@@]2([C@@]1(CC[C@H]3C2=CC(=O)[C@H]4[C@@]3(C[C@@H]([C@@H](C4)O)O)C)C)O)O)O)C(C)CO The molecule is a 20-hydroxy steroid, a 22-hydroxy steroid, a 26-hydroxy steroid, a 2beta-hydroxy steroid, a 3beta-hydroxy steroid, a 14alpha-hydroxy steroid, a 6-oxo steroid and a phytoecdysteroid.